(fluoro(2-(((3S,6S,9aS)-3-(3-(5-fluoro-1-methyl-1H-pyrazol-4-yl)azetidine-1-carbonyl)-5-oxooctahydro-1H-pyrrolo[1,2-a]azepin-6-yl)carbamoyl)benzo[b]thiophen-5-yl)methyl)phosphonic acid FC(C1=CC2=C(SC(=C2)C(N[C@H]2CCC[C@@H]3N(C2=O)[C@@H](CC3)C(=O)N3CC(C3)C=3C=NN(C3F)C)=O)C=C1)P(O)(O)=O